N-(prop-2-en-1-yl)prop-2-en-1-amine C(C=C)NCC=C